C(C)C=1C=C(C=C(C1)C1=CSC=C1)SC1=CN=C(S1)CNC(OC(C)(C)C)=O tert-Butyl ((5-((3-ethyl-5-(thiophen-3-yl)phenyl)thio)thiazol-2-yl)methyl)carbamate